C(CCCCCCCCCCCCCCCCC)[Si](Cl)(Cl)Cl octadecyltrichlorosilane